2-methyl-2-(5-(2-methyl-8-(1H-pyrrolo[2,3-b]pyridin-5-yl)-1H-imidazo[4,5-c]quinolin-1-yl)pyridin-2-yl)propionitrile CC(C#N)(C)C1=NC=C(C=C1)N1C(=NC=2C=NC=3C=CC(=CC3C21)C=2C=C1C(=NC2)NC=C1)C